Trans-N-[5-[4-(1-methylpyrazol-4-yl)cyclohexoxy]-7-morpholino-1,6-naphthyridin-3-yl]methanesulfonamide CN1N=CC(=C1)[C@@H]1CC[C@H](CC1)OC1=C2C=C(C=NC2=CC(=N1)N1CCOCC1)NS(=O)(=O)C